[Si](C)(C)(C(C)(C)C)CC1=CC(=NC=C1)C1=CN=C2N1N=C(C=C2)Cl 3-(4-tert-Butyldimethylsilanylmethyl-pyridin-2-yl)-6-chloroimidazo[1,2-b]pyridazine